FC=1C=C(C=C(C1)F)[C@@H]1CC=NN1C(=O)N1CCN(CC1)C1=NC=C(C(=N1)C=1C(=NC(=NC1OC)OC)OC)F (S)-(5-(3,5-difluorophenyl)-4,5-dihydro-1H-pyrazol-1-yl)(4-(5-fluoro-2',4',6'-trimethoxy-[4,5'-bipyrimidinyl]-2-yl)piperazin-1-yl)methanone